(6R,8aS)-6-(8-amino-1-{4-[(1R)-1-hydroxy-1-(2-methylphenyl)ethyl]phenyl}imidazo[1,5-a]pyrazin-3-yl)hexahydroindolizin-3(2H)-one NC=1C=2N(C=CN1)C(=NC2C2=CC=C(C=C2)[C@](C)(C2=C(C=CC=C2)C)O)[C@H]2CN1C(CC[C@@H]1CC2)=O